N1=CC(=CC=C1)C1=NNC(=C1)N 3-(pyridin-3-yl)-1H-pyrazol-5-amine